C(=O)[O-].O[C@H]1[C@@H](O[C@@H]([C@H]1O)CCl)N1C2=NC=NC(=C2N=C1)NCC[NH3+] 2-((9-((2R,3R,4S,5S)-3,4-dihydroxy-5-(chloromethyl)tetrahydrofuran-2-yl)-9H-purin-6-yl)amino)ethan-1-aminium formate